BrC1=CC=C2C(N(C(C2=C1)CCNC(OC(C)(C)C)=O)CC1=C(C=C(C=C1)OC)OC)=O tert-butyl N-[2-[6-bromo-2-[(2,4-dimethoxyphenyl) methyl]-3-oxo-isoindolin-1-yl]ethyl]carbamate